oxoindole sulfide O=C1[N+](=C2C=CC=CC2=C1)[S-]